N-(2-hydroxyoctadecanoyl)phytosphingosine OC(C(=O)N[C@@H](CO)[C@H](O)[C@H](O)CCCCCCCCCCCCCC)CCCCCCCCCCCCCCCC